2-(4-acetylphenyl)-7,7-dimethyl-1,3-dioxo-2,3,5,12b-tetrahydro-1H,7H-chromeno[4,3-c][1,2,4]triazolo[1,2-a]pyridazin-10-yl dihydrogen phosphate P(=O)(OC=1C=CC2=C(C1)OC(C=1C2N2N(CC1)C(N(C2=O)C2=CC=C(C=C2)C(C)=O)=O)(C)C)(O)O